2-{[5-(cyclopropylmethoxy)-6-fluoro-2-methyl-1-benzofuran-3-yl]formamido}-3-hydroxy-2-methylpropanamide C1(CC1)COC=1C(=CC2=C(C(=C(O2)C)C(=O)NC(C(=O)N)(CO)C)C1)F